N-(Phenyl-2,3,4,5,6-d5)benzen-2,3,4,5,6-d-amine C1(=C(C(=C(C(=C1[2H])[2H])[2H])[2H])[2H])NC1=C(C(=C(C(=C1[2H])[2H])[2H])[2H])[2H]